Cl.Cl.N[C@H](CNC(=O)C=1NC2=CC(=CC=C2C1)C1=CC=C(C=C1)F)CCC(C(C)C)N N-((2S)-2,5-diamino-6-methylheptyl)-6-(4-fluorophenyl)-1H-indole-2-carboxamide dihydrochloride